7-(5-(7-ethyl-7H-imidazo[4,5-c]pyridazin-4-yl)-2-fluorophenyl)-6-methoxybenzofuran C(C)N1C=NC2=C1N=NC=C2C=2C=CC(=C(C2)C2=C(C=CC=1C=COC12)OC)F